Cl.Cl.[C@H]12CN(C[C@H](CC1)N2)C=2C1=C(N=C(N2)OCC23CCCN3CC(C2)F)C(=C(N=C1)C=1C=C(C=CC1C(C)C)O)F 3-(4-((1R,5S)-3,8-diazabicyclo[3.2.1]octan-3-yl)-8-fluoro-2-((2-fluorotetrahydro-1H-pyrrolizin-7a(5H)-yl)methoxy)pyrido[4,3-d]pyrimidin-7-yl)-4-isopropylphenol dihydrochloride